(S)-N-(2-hydroxypropyl)-N,2-dimethyl-4-(2-(4,4,5,5-tetramethyl-1,3,2-dioxaborolan-2-yl)-5-tosyl-5H-pyrrolo[2,3-b]pyrazin-7-yl)benzamide O[C@H](CN(C(C1=C(C=C(C=C1)C1=CN(C2=NC=C(N=C21)B2OC(C(O2)(C)C)(C)C)S(=O)(=O)C2=CC=C(C)C=C2)C)=O)C)C